CN(C(=O)C1=CC=2N=C(N=C(C2O1)N1CCOCC1)N1N=C(C=C1)C=1C=C(C=CC1)C)C N,N-dimethyl-4-morpholino-2-(3-(m-tolyl)-1H-pyrazol-1-yl)furo[3,2-d]pyrimidine-6-carboxamide